4-[5-amino-2-(3-cyanophenyl)pyrazolo[1,5-a]Pyrimidin-3-yl]-6-methyl-pyridine-2-carboxylic acid NC1=NC=2N(C=C1)N=C(C2C2=CC(=NC(=C2)C)C(=O)O)C2=CC(=CC=C2)C#N